FC1([C@@H]([C@H]2N(C(NCC=3C=CC(=C(OC=4C(=CC=C(C2)C4F)C)N3)C)=O)C1)NS(=O)(=O)CC)F N-[(15aS,16R)-17,17,20-trifluoro-7,11-dimethyl-1-oxo-2,3,15a,16,17,18-hexahydro-1H,15H-4,8-(azeno)-10,14-(metheno)pyrrolo[1,2-j][1,8,10]oxadiazacycloheptadecin-16-yl]ethanesulfonamide